C1(CCCCC1)C(COCC)(COC)CCC(C1=CC=CC=C1)C1=CC=CC=C1 2-cyclohexyl-2-(3,3-diphenylpropyl)-1-ethoxy-3-methoxy-propane